(3-(6-(piperidin-3-yl)pyridin-2-yl)pyrazolo[1,5-a]pyridin-5-yl)-2-(pyridin-3-yl)acetamide N1CC(CCC1)C1=CC=CC(=N1)C=1C=NN2C1C=C(C=C2)C(C(=O)N)C=2C=NC=CC2